4[1H]-pyrimidinone N1C=NC(C=C1)=O